N1C=[NH+]C2=C1C=CC=C2 benzo[d]imidazol-3-ium